5-Fluoro-1-(4'-fluoro-[1,1'-biphenyl]-4-yl)-1H-indazol-6-ol FC=1C=C2C=NN(C2=CC1O)C1=CC=C(C=C1)C1=CC=C(C=C1)F